C(C)(=O)C1=C(C=C(C=C1)Cl)C1=CC(N(C=C1OC)[C@@H](C(=O)NC1=CC=C(C(=O)O)C=C1)C(C1=C(C(=C(C(=C1[2H])[2H])[2H])[2H])[2H])([2H])[2H])=O 4-[[(2R)-2-[4-(2-acetyl-5-chloro-phenyl)-5-methoxy-2-oxo-1-pyridinyl]-3,3-dideutero-3-(2,3,4,5,6-pentadeuterophenyl)propionyl]amino]benzoic acid